2-(1-(5-bromoisoindolin-2-yl)ethyl)-5-((1-(methylsulfonyl)-piperidin-4-yl)methoxy)-4H-pyran-4-one BrC=1C=C2CN(CC2=CC1)C(C)C=1OC=C(C(C1)=O)OCC1CCN(CC1)S(=O)(=O)C